2-(4-cyclopropyl-6-(difluoromethoxy)pyrimidin-5-yl)-4-(4-(1-(1-fluoropropan-2-yl)-4-(trifluoromethyl)-1H-imidazol-2-yl)benzyl)-6,7-dihydro-[1,2,4]triazolo[1,5-a]pyrimidin-5(4H)-one C1(CC1)C1=NC=NC(=C1C1=NN2C(N(C(CC2)=O)CC2=CC=C(C=C2)C=2N(C=C(N2)C(F)(F)F)C(CF)C)=N1)OC(F)F